2-(1-Ethylpyrazol-4-yl)-6,7-dihydro-5H-pyrazolo[5,1-b][1,3]oxazine-3-carboxylic acid C(C)N1N=CC(=C1)C1=NN2C(OCCC2)=C1C(=O)O